CS(=O)(=O)OC(CCC(=O)OC(COC(CCCCCCC)=O)COC(CCCCCCC)=O)CCC(=O)OC(COC(CCCCCCC)=O)COC(CCCCCCC)=O bis(1,3-bis(Octanoyloxy)propan-2-yl) 4-((methylsulfonyl)oxy)heptanedioate